tert-Butyl 8-hydroxy-7,8-dihydro-5H-1,6-naphthyridine-6-carboxylate OC1CN(CC=2C=CC=NC12)C(=O)OC(C)(C)C